C1(CCC1)C([C@@H](C(=O)NC1=CC=C(C=C1)C=1C(=NNC1C)C)NC(=O)C=1N(N=CC1)C)C1CCC1 N-[(1S)-1-[di(cyclobutyl)methyl]-2-[4-(3,5-dimethyl-1H-pyrazol-4-yl)anilino]-2-oxo-ethyl]-2-methyl-pyrazole-3-carboxamide